C(C)(C)(C)C=1C=C(C2=C(C(C(O2)=O)O)C1)C(C)(C)C 5,7-di-tert-butyl-3-hydroxy-benzofuranone